diisopropyl-1,3-propylenediamine C(C)(C)NCCCNC(C)C